N-Benzylsulfonyl-4-[4-[(2-bromophenyl)methyl]piperazine-1-yl]benzamide Erucyloleat C(CCCCCCCCCCC\C=C/CCCCCCCC)OC(CCCCCCC\C=C/CCCCCCCC)=O.C(C1=CC=CC=C1)S(=O)(=O)NC(C1=CC=C(C=C1)N1CCN(CC1)CC1=C(C=CC=C1)Br)=O